FC=1C=2N(C=C(C1)C=1C=C3C=CN(C(C3=CC1)=O)C1CN(CCC1)C(=O)OC(C)(C)C)C=C(N2)C tert-butyl 3-(6-{8-fluoro-2-methylimidazo[1,2-a]pyridin-6-yl}-1-oxoisoquinolin-2-yl)piperidine-1-carboxylate